tin dibutoxide [O-]CCCC.[O-]CCCC.[Sn+2]